(11R)-19-amino-6,17-bis(trifluoromethyl)-21-oxa-3,4,15,20-tetraazatetracyclo[14.3.1.12,5.011,15]heneicosa-1(20),2,4,16,18-pentaen-6-ol NC1=CC(=C2N3CCC[C@H]3CCCCC(C3=NN=C(C1=N2)O3)(O)C(F)(F)F)C(F)(F)F